2,2-diethyl-2,3-dihydro-1H-isoindolium C(C)[N+]1(CC2=CC=CC=C2C1)CC